NC(C(=O)N[C@H](C(=O)NC1=CC=2C(=C3C(=NC2C=C1)C1=CC2=C(C(N1C3)=O)COC([C@]2(O)CC)=O)N2CCCCC2)C)=C (S)-2-amino-N-((S)-1-(((S)-4-ethyl-4-hydroxy-3,14-dioxo-11-(piperidin-1-yl)-3,4,12,14-tetrahydro-1H-pyrano[3',4':6,7]indolizino[1,2-b]quinolin-9-yl)amino)-1-oxopropan-2-yl)propenamide